(4-amino-1,3-dihydrofuro[3,4-c][1,7]naphthyridin-8-yl)((3S)-3-(2-fluoro-4-(trifluoromethyl)phenyl)-4-morpholinyl)methanone NC1=NC=2C=NC(=CC2C2=C1COC2)C(=O)N2[C@H](COCC2)C2=C(C=C(C=C2)C(F)(F)F)F